CCCCCCCCCCCCCCCCCC(=O)O[C@H](COC(=O)CCCCCCC/C=C\CCCCCCCCC)COP(=O)(O)OC[C@H](CO)O 1-(9Z-nonadecenoyl)-2-octadecanoyl-glycero-3-phospho-(1'-sn-glycerol)